C(C)(C)(C)OC(=O)N(CCC1=NC(=CC=C1[N+](=O)[O-])OC)CC1=C(C=CC(=C1)F)NC1=C(C(=O)OC)C=C(C(=C1)Cl)F Methyl 2-((2-(((tert-butoxycarbonyl)(2-(6-methoxy-3-nitropyridin-2-yl)ethyl)-amino)methyl)-4-fluorophenyl)amino)-4-chloro-5-fluorobenzoate